C(C)(C)(C)[C@@H](C(=O)O)CC(C(=O)N)N1C(C2=CC(=CC(=C2C1)O)F)=O.COC1(OC2=CC=CC=C2CC1C1=CC=CC=C1)OC dimethoxyisoflavan tert-butyl-(S)-5-amino-4-(6-fluoro-4-hydroxy-1-oxoisoindolin-2-yl)-5-oxopentanoate